COC(=O)C1CCC2(CCC3=CC=C(C=C23)OCCCNS(=O)(=O)C2=NN(C=C2)C)CC1 6'-{3-[(1-methyl-1H-pyrazole-3-sulfonyl)amino]propoxy}-2',3'-dihydrospiro[cyclohexane-1,1'-indene]-4-carboxylic acid methyl ester